ClOC(CNC1=CC=CC=C1)=O (S)-O-chlorophenyl-glycine